C(C)(C)(C)OC(=O)N1C[C@@H](N(CC1)C1=NC(=NC2=C(C(=C(C=C12)Cl)Br)F)Cl)C (S)-4-(7-bromo-2,6-dichloro-8-fluoroquinazolin-4-yl)-3-methylpiperazine-1-carboxylic acid tert-butyl ester